CN1CC2(C1)CN(CC2)C=2C=CC=C1C=NC(=NC21)NC2CCN(CC2)S(=O)(=O)C 8-(2-methyl-2,6-diazaspiro[3.4]octan-6-yl)-N-(1-(methylsulfonyl)piperidin-4-yl)quinazolin-2-amine